CC1=CC=CC=2C(=NOC21)C(C)(C)NC(OC(C)(C)C)=O tert-butyl (2-(7-methylbenzo[d]isoxazol-3-yl)propan-2-yl)carbamate